tert-Butyl 3-(4-(pyrazolo[1,5-b]pyridazin-3-yl)-1H-pyrrolo[2,3-b]pyridin-2-yl)pyrrolidine-1-carboxylate N1=CC(=C2N1N=CC=C2)C2=C1C(=NC=C2)NC(=C1)C1CN(CC1)C(=O)OC(C)(C)C